Methyl-3-chloro-5-(1-(isoquinolin-4-yl)-5-(trifluoromethyl)-1H-pyrazole-4-carboxamido)picolinate COC(C1=NC=C(C=C1Cl)NC(=O)C=1C=NN(C1C(F)(F)F)C1=CN=CC2=CC=CC=C12)=O